tri(para-tolyl)-phosphine C1(=CC=C(C=C1)P(C1=CC=C(C=C1)C)C1=CC=C(C=C1)C)C